N(=[N+]=[N-])CCOCCOCCOCCOCCOCCNC(=O)C=1C(=C(C=CC1)NC(NC1=CC=C(C=C1)CC(=O)N1C[C@H](CC1)C(=O)NCC(=O)OC(C)(C)C)=O)C tert-butyl (S)-(1-(2-(4-(3-(3-((17-azido-3,6,9,12,15-pentaoxaheptadecyl)carbamoyl)-2-methyl phenyl)ureido)phenyl)acetyl)pyrrolidine-3-carbonyl)glycinate